7-[5-(1-[(2Z)-2-(aminomethyl)-3-fluoroprop-2-en-1-yl]-5-oxo-1,5-dihydro-4H-1,2,4-triazol-4-ylmethyl)thiophen-2-yl]-1,4-dihydro-2H-3,1-benzoxazin-2-one hydrochloride Cl.NC/C(/CN1N=CN(C1=O)CC1=CC=C(S1)C1=CC2=C(COC(N2)=O)C=C1)=C/F